thiazol-2-yl(8-(o-tolyl)-1,3,4,5-tetrahydro-2H-pyrido[4,3-b]indol-2-yl)methanone S1C(=NC=C1)C(=O)N1CC2=C(NC=3C=CC(=CC23)C2=C(C=CC=C2)C)CC1